ClC1=C(C(=O)O)C=CC(=C1OCC1=CC=C(C=C1)OC)OCC1=CC=C(C=C1)OC 2-chloro-3,4-bis((4-methoxybenzyl)oxy)benzoic acid